6-[(3S,4S)-4-amino-3-methyl-2-oxa-8-azaspiro[4.5]decan-8-yl]-3-(2,3-dichlorophenyl)-5-(2-hydroxyethyl)-2-methyl-3,4-dihydropyrimidin-4-one hydrochloride Cl.N[C@@H]1[C@@H](OCC12CCN(CC2)C2=C(C(N(C(=N2)C)C2=C(C(=CC=C2)Cl)Cl)=O)CCO)C